FC1=CC=C(C(=O)C2=CNC=3N=C(N=C(C32)C3(CC3)S(=O)(=O)N)NC=3C=NC(=CC3)N3CCN(CC3)C)C=C1 1-(5-(4-fluorobenzoyl)-2-((6-(4-methylpiperazin-1-yl)pyridin-3-yl)amino)-7H-pyrrolo[2,3-d]pyrimidin-4-yl)cyclopropanesulfonamide